(E)-2-cyclohexyl-5-(4-fluorostyryl)-1,3-dimethoxybenzene C1(CCCCC1)C1=C(C=C(C=C1OC)\C=C\C1=CC=C(C=C1)F)OC